2-Chloro-4-[(2-methoxyethyl)amino]-5-(trifluoromethyl)pyrimidine ClC1=NC=C(C(=N1)NCCOC)C(F)(F)F